3-(3,5-bis(trifluoromethyl)phenoxy)benzo[d]isothiazole 1,1-dioxide FC(C=1C=C(OC2=NS(C3=C2C=CC=C3)(=O)=O)C=C(C1)C(F)(F)F)(F)F